N-[(4-benzyl-1,3-oxazol-2-yl)methyl]-2-chloro-5H,6H,7H-cyclopenta[d]pyrimidin-4-amine C(C1=CC=CC=C1)C=1N=C(OC1)CNC=1C2=C(N=C(N1)Cl)CCC2